tert-butyl N-[(7S)-11-chloro-9-(2,6-difluorophenyl)-7-methyl-12-(trifluoromethyl)-2,3,5,8,13-pentazatricyclo[8.4.0.02,6]tetradeca-1(10),3,5,8,11,13-hexaen-4-yl]carbamate ClC=1C=2C(=N[C@H](C3=NC(=NN3C2C=NC1C(F)(F)F)NC(OC(C)(C)C)=O)C)C1=C(C=CC=C1F)F